ClC1=CC=C(CN(C(=O)[C@H]2[C@@H](CCC2)SC2=CC=C(C=C2)C)[C@H]2C[C@H](CC2)C#N)C=C1 (1S,2R)-N-(4-Chlorobenzyl)-N-((1R,3S)-3-cyanocyclopentyl)-2-(p-tolylthio)cyclopentane-1-carboxamide